(2E)-2-BROMO-3-(DIMETHYLAMINO)-2-PROPENAL Br\C(\C=O)=C\N(C)C